2-bromo-6-chloro-3-methylbenzylboronic acid BrC1=C(CB(O)O)C(=CC=C1C)Cl